Zinc-cobalt sulfide [Co]=S.[Zn]